CN1CCN(CC1)CC=1C=C(C=C(C1)C(F)(F)F)NC(C1=CC(=C(C=C1)CCC)CNC=1C=NC=2N(C1)N=CC2)=O N-(3-((4-methylpiperazin-1-yl)methyl)-5-(trifluoromethyl)phenyl)-4-propyl-3-((pyrazolo[1,5-a]pyrimidin-6-ylamino)methyl)benzamide